N,N'-bis(2-aminoethyl)-6-(3-triethoxysilylpropyl)amino-1,3,5-triazine-2,4-diamine NCCNC1=NC(=NC(=N1)NCCN)NCCC[Si](OCC)(OCC)OCC